CCCCC/C=C\\C/C=C\\C/C=C\\CC1C(O1)CCCC(=O)O The molecule is an EET obtained by formal epoxidation of the 5,6-double bond of arachidonic acid. It has a role as a mouse metabolite. It is a conjugate acid of a 5,6-EET(1-).